C1(=CC=CC=2C3=CC=CC=C3C=CC12)B(O)O phenanthrene-1-ylboronic acid